diisopropylbenzothiazole-2-sulfonamide C(C)(C)C=1C=CC2=C(N=C(S2)S(=O)(=O)N)C1C(C)C